C(C)(C)(C)OC(=O)N1CCC(CC1)C=1C=C2C(=C(NC2=CC1)C=1C(=C(C=2N(C1)C=CN2)C(=C)C)C)C(C)C 4-(3-isopropyl-2-(7-methyl-8-(prop-1-en-2-yl)imidazo[1,2-a]pyridin-6-yl)-1H-indol-5-yl)piperidine-1-carboxylic acid tert-butyl ester